6-phosphogluconic acid isopentyl ester C(CC(C)C)OC(=O)[C@H](O)[C@@H](O)[C@H](O)[C@H](O)COP(=O)(O)O